FC(C(=O)O)(F)F.FC(C(=O)O)(F)F.C1(=CC=CC=C1)CCCC(=O)N 4-phenylbutyramide di-trifluoroacetate salt